ClC=1C=C(C=NC1)C1=NC(=C2N=CN(C2=N1)[C@H]1[C@@H]([C@@H]([C@H](O1)C(=O)NCC)O)O)NCC1=C(C=CC(=C1)C)F (2S,3S,4R,5R)-5-(2-(5-chloropyridin-3-yl)-6-((2-fluoro-5-methylbenzyl)amino)-9H-purin-9-yl)-N-ethyl-3,4-dihydroxyltetrahydrofuran-2-formamide